FC1=CC=C2C(COCC2=C1F)NC 7,8-difluoro-N-methylisochroman-4-amine